tert-butyl (1-(2-((S)-2-(((benzyloxy)carbonyl)amino)-2-(4,4-difluorocyclohexyl)acetamido)pyridin-4-yl)propyl)carbamate C(C1=CC=CC=C1)OC(=O)N[C@H](C(=O)NC1=NC=CC(=C1)C(CC)NC(OC(C)(C)C)=O)C1CCC(CC1)(F)F